N-(10-oxoundecyl)dodecanamide O=C(CCCCCCCCCNC(CCCCCCCCCCC)=O)C